CC1=C(C#N)C=CC=C1[C@@H](C)NC1=C2C(=C(N=N1)C)C=NC(=C2)N2C[C@@H]1NCCC[C@@H]1C2 2-methyl-3-((R)-1-((4-methyl-7-((4aR,7aR)-octahydro-6H-pyrrolo[3,4-b]pyridin-6-yl)pyrido[3,4-d]pyridazin-1-yl)amino)ethyl)benzonitrile